3-Cyclopropyl-6-[(5-Methoxypyridin-2-Yl)Methyl]-1-[(1S)-1-[6-(Trifluoromethyl)Pyridin-3-Yl]Propyl]-1H,4H,5H-Pyrazolo[3,4-d]Pyrimidin-4-One C1(CC1)C1=NN(C=2N=C(NC(C21)=O)CC2=NC=C(C=C2)OC)[C@@H](CC)C=2C=NC(=CC2)C(F)(F)F